ClC1=C(CC2=NOCN2CCC2CCCCC2)C(=CC=C1)F 3-(2-chloro-6-fluorobenzyl)-4-(2-cyclohexylethyl)-1,2,4-oxadiazol